ClC1=C(C=C(OCC(=O)NN2CCC(CC2)C(=O)NNC(=O)[C@@H]2C[C@@H](C2)C(F)(F)F)C=C1)F 2-(4-chloro-3-fluorophenoxy)-N-(4-(2-(cis-3-(trifluoromethyl)cyclobutanecarbonyl)hydrazinecarbonyl)piperidin-1-yl)acetamide